BrC=1N=C(N(N1)C1=NC=C(C=C1)C#N)C(C)NC(C1=CC(=CC(=C1)S(=O)(=O)C(F)(F)F)C(F)(F)F)=O N-[1-[5-bromo-2-(5-cyano-2-pyridyl)-1,2,4-triazol-3-yl]ethyl]-3-(trifluoromethyl)-5-(trifluoromethylsulfonyl)benzamide